CN1CCC2(CN(C2)C(=O)C=2C=C3C(=NNC3=CC2)C#CC2=C(C=CC=C2)C=2C=NC=CC2)CC1 (7-Methyl-2,7-diazaspiro[3.5]nonan-2-yl)(3-((2-(pyridin-3-yl)phenyl)ethynyl)-1H-indazol-5-yl)methanone